BrC1=CC=C(C=C1)N1CCN(CC1)C=1C=CC(=C(C1)NC(C(F)(F)F)=O)[N+](=O)[O-] N-(5-(4-(4-bromophenyl)piperazin-1-yl)-2-nitrophenyl)-2,2,2-trifluoroacetamide